Tert-butyl-11,11-difluoro-8-hydroxy-3,4,8,9,10,11-hexahydro-1H-pyrido[4',3':3,4]pyrazolo[1,5-a]azepine-2(7H)-carboxylate C(C)(C)(C)OC(=O)N1CC=2C(=NN3C2C(CCC(C3)O)(F)F)CC1